[NH4+].C(#N)C1=CC(=C(COC2=NN(C=C2)C2CCN(CC2)CC2=NC3=C(N2CC2=CN=CN2C(C)C)C=C(C=C3)C(=O)[O-])C=C1)F 2-((4-(3-((4-cyano-2-fluorobenzyl)oxy)-1H-pyrazol-1-yl)piperidin-1-yl)methyl)-1-((1-isopropyl-1H-imidazol-5-yl)methyl)-1H-benzo[d]imidazole-6-carboxylic acid, ammonium salt